CN1C=NC=CC=C1 N-methyl-2,7-diazepine